2,3-dihydroxy-4-((1-((2-methyl-5-(3-methyl-1,2,4-thiadiazol-5-yl)phenyl)glycyl)indolin-4-yl)amino)-4-oxobutanoic acid OC(C(=O)O)C(C(=O)NC1=C2CCN(C2=CC=C1)C(CNC1=C(C=CC(=C1)C1=NC(=NS1)C)C)=O)O